C(#N)CC1=NN2C(N(C(C(=C2N2[C@H](CN[C@@H](C2)C)C)C#N)=O)C)=C1 2-(cyanomethyl)-7-((2S,5R)-2,5-dimethylpiperazin-1-yl)-4-methyl-5-oxo-4,5-dihydropyrazolo[1,5-a]pyrimidine-6-carbonitrile